C1(=CC=CC=C1)CCCOCCCCOC1=CC=C2CCC3(C2=C1)CCC(CC3)C(=O)O 6'-[4-(3-phenylpropoxy)butoxy]-2',3'-dihydrospiro[cyclohexane-1,1'-indene]-4-carboxylic acid